C(#N)C1CCC2=C(C=CC=C12)C1=C(C=C2C(=N1)C(=NN2COCC[Si](C)(C)C)C=2C=CC(=NC2)C=2CCN(CC2)C(=O)OC(C)(C)C)OC tert-butyl 5-(5-(1-Cyano-2,3-dihydro-1H-inden-4-yl)-6-methoxy-1-((2-(trimethylsilyl)ethoxy)methyl)-1H-pyrazolo[4,3-b]pyridin-3-yl)-3',6'-dihydro-[2,4'-bipyridine]-1'(2'H)-carboxylate